tetra-n-amyl tetraacrylate C(C=C)(=O)OCCCCC.C(C=C)(=O)OCCCCC.C(C=C)(=O)OCCCCC.C(C=C)(=O)OCCCCC